N-(2-((2R,4R)-1-(2-(3-acetyl-5-(2-methylpyrazolo[1,5-a]pyrimidin-6-yl)-1H-indol-1-yl)acetyl)-4-fluoropyrrolidin-2-yl)ethyl)benzenesulfonamide C(C)(=O)C1=CN(C2=CC=C(C=C12)C=1C=NC=2N(C1)N=C(C2)C)CC(=O)N2[C@@H](C[C@H](C2)F)CCNS(=O)(=O)C2=CC=CC=C2